CC=1C=C(C=CC1)N(C1=CC=C(C=C1)C1=CC=C(N(C2=CC=CC=C2)C2=CC(=CC=C2)C)C=C1)C1=CC=CC=C1 N,N'-bis-(3-methylphenyl)-N,N'-diphenylbenzidine